S-(benzo[d]thiazol-2-yl)-N-benzylthiohydroxylamine S1C(=NC2=C1C=CC=C2)SNCC2=CC=CC=C2